methyl 4-cyclopentyl-6-(4-((2-methoxybenzamido) methyl) phenyl)-1H-pyrrolo[3,2-c]pyridine-7-carboxylate C1(CCCC1)C1=NC(=C(C2=C1C=CN2)C(=O)OC)C2=CC=C(C=C2)CNC(C2=C(C=CC=C2)OC)=O